CC1=NNC(=C1CC1=CC(=NC=C1)NC([C@H](C1CCC(CC1)C)NC(OC(C)(C)C)=O)=O)C Tert-butyl ((S)-2-((4-((3,5-dimethyl-1H-pyrazol-4-yl)methyl)pyridin-2-yl)amino)-1-((1r,4S)-4-methylcyclohexyl)-2-oxoethyl)carbamate